3-(Aminomethyl)benzoic acid methyl ester COC(C1=CC(=CC=C1)CN)=O